5-Fluoro-7-(7-methoxy-2-methyl-2H-pyrazolo[4,3-b]pyridin-5-yl)-3-(piperidin-4-yl)cinnoline FC1=C2C=C(N=NC2=CC(=C1)C=1C=C(C=2C(N1)=CN(N2)C)OC)C2CCNCC2